N1N=CC(=C1)N Pyrazole-4-amine